2-(5-chloro-7-{[(furan-2-yl)methyl]amino}-3-methylthieno[3,2-b]pyridin-2-yl)propane ClC1=CC(=C2C(=N1)C(=C(S2)C(C)C)C)NCC=2OC=CC2